NCCC=1C=NC(=NC1)C1=C(C=C(C#N)C=C1)OC=1N(N=C(C1)N1CCCCC1)C 4-[5-(2-aminoethyl)pyrimidin-2-yl]-3-(2-methyl-5-piperidin-1-ylpyrazol-3-yl)oxybenzonitrile